2-Benzyl-5-butyl-4-phenylimidazole C(C1=CC=CC=C1)C=1NC(=C(N1)C1=CC=CC=C1)CCCC